NC1=C(C2=CC(=CC=C2C=C1)C)C=1C(=CC=C2C=CC(=CC12)C)O 2'-amino-7,7'-dimethyl-[1,1'-binaphthyl]-2-ol